ClC1=C(C=CC(=C1)F)C1=CC=NC2=CC(=CC=C12)O[C@@H](C(=O)N1CCCC2(COC2)C1)C (2R)-2-[[4-(2-chloro-4-fluoro-phenyl)-7-quinolyl]oxy]-1-(2-oxa-8-azaspiro[3.5]nonan-8-yl)propan-1-one